C1(=CC=CC=C1)N(C1=CC=C(C=C1)C1=CC=C(C=C1)N(C=1C=C(C=CC1)C)C1=CC=CC=C1)C=1C=C(C=CC1)C N,N'-diphenyl-N,N'-Bis(m-tolyl)-[1,1'-biphenyl]-4,4'-diamine